C(C)(C)(C)OC(=O)N[C@@H](CCOC)C(=O)O N-(tert-Butoxycarbonyl)-O-methyl-L-homoserine